BrC=1C(=C(C(=CC1)CO)NC(CC)=O)F N-(3-bromo-2-fluoro-6-(hydroxymethyl)phenyl)propanamide